(3,5-Bis(tetradecyloxy)phenyl)methanol C(CCCCCCCCCCCCC)OC=1C=C(C=C(C1)OCCCCCCCCCCCCCC)CO